N-(3-((S)-1-((2-ethyl-2H-pyrazolo[3,4-b]pyrazin-6-yl)amino)ethyl)phenyl)-2-(1-hydroxyethyl)thiazole-5-carboxamide C(C)N1N=C2N=C(C=NC2=C1)N[C@@H](C)C=1C=C(C=CC1)NC(=O)C1=CN=C(S1)C(C)O